2-[2-[2-[2-[2-[2,3-bis[6-oxo-6-(3-pentyloctoxy)hexoxy] propanoyl-octyl-amino]ethoxy]ethoxy]ethoxy]ethoxy]ethyl 1-methylpiperidine-4-carboxylate CN1CCC(CC1)C(=O)OCCOCCOCCOCCOCCN(CCCCCCCC)C(C(COCCCCCC(=O)OCCC(CCCCC)CCCCC)OCCCCCC(OCCC(CCCCC)CCCCC)=O)=O